ClC=1C=C2C(N3C(=NC2=C(C1)OC)[C@H]1CCCN([C@@H]1CC3)C)=O |r| (±)-(4aR,13bS)-10-chloro-12-methoxy-4-methyl-1,2,3,4,4a,5,6,13b-octahydro-8H-[1,6]naphthyridino[5,6-b]quinazolin-8-one